6-(7-fluoro-2-((3R,4R)-3-fluoro-1-methylpiperidin-4-yl)-2H-indazol-5-yl)-2,8-dimethylimidazo[1,2-b]pyridazine FC1=CC(=CC2=CN(N=C12)[C@H]1[C@@H](CN(CC1)C)F)C=1C=C(C=2N(N1)C=C(N2)C)C